ClC1=NC(C2=C(N1CC(=O)OC(C)(C)C)C=C(C=N2)N2CCOCC2)=O tert-butyl 2-(2-chloro-7-morpholino-4-oxo-pyrido[3,2-d]pyrimidin-1-yl)acetate